COC1=CC=C(C=C1)C1=NOC(=N1)N1CCC(CC1)C(=O)NC[C@@H]1CN(CC1)C (R)-1-(3-(4-Methoxyphenyl)-1,2,4-oxadiazol-5-yl)-N-((1-methylpyrrolidin-3-yl)methyl)piperidine-4-carboxamide